1-((2S,4S)-4-((1-ethyl-6-((5-methylthiazol-2-yl)amino)-1H-pyrrolo[3,2-c]pyridin-4-yl)oxy)-2-methylpyrrolidin-1-yl)prop-2-en-1-one C(C)N1C=CC=2C(=NC(=CC21)NC=2SC(=CN2)C)O[C@H]2C[C@@H](N(C2)C(C=C)=O)C